FC=1C(=NC(=NC1)NC1=NC=C(C=C1)C1CCN(CC1)C)C1=CC2=C(C3(N(C2=O)C)CC3)S1 2'-(5-Fluoro-2-((5-(1-methylpiperidin-4-yl)pyridin-2-yl)amino)pyrimidin-4-yl)-5'-methyl-spiro[cyclopropane-1,6'-thieno[2,3-c]pyrrol]-4'(5'H)-one